2-(3,4-dimethoxyphenyl)-1-isopropyl-5-(1'-isopropyl-[1,4'-bipiperidin]-4-yl)-1H-benzo[d]imidazole COC=1C=C(C=CC1OC)C1=NC2=C(N1C(C)C)C=CC(=C2)C2CCN(CC2)C2CCN(CC2)C(C)C